C(C)(C)(C)OC(NC=1C=C2C(OCC2=C(C1Cl)Br)CC#N)=O.NC1=C(C(=C2COC(C2=C1)CC#N)Br)Cl 2-(6-Amino-4-bromo-5-chloro-1,3-dihydroisobenzofuran-1-yl)acetonitrile tert-Butyl-N-[7-bromo-6-chloro-3-(cyanomethyl)-1,3-dihydroisobenzofuran-5-yl]carbamate